OC1=C(C=C(C=C1C)CC1=CC(=C(C(=C1)C)O)C)C 4-[(4-hydroxy-3,5-dimethylphenyl)methyl]-2,6-dimethylphenol